3-aminomethyl-4-methoxy-6-methylpyridin NCC=1C=NC(=CC1OC)C